NC=1C2=C(N=CN1)N(C=C2C2=CC=C(C=C2)C2C=1N(CCC2)N(C(C1C(=O)N)=O)C1=CC=CC=C1)CC(C)O (4-(4-amino-7-(2-hydroxypropyl)-7H-pyrrolo[2,3-d]pyrimidin-5-yl)phenyl)-2-oxo-1-phenyl-1,2,4,5,6,7-hexahydropyrazolo[1,5-a]pyridine-3-carboxamide